(S)-5-(1-(piperazine-1-carbonyl)-4,5-dihydro-1H-pyrazol-5-yl)nicotinonitrile N1(CCNCC1)C(=O)N1N=CC[C@H]1C=1C=NC=C(C#N)C1